C(C)(C)(C)OC(=O)C1C2CC(C(C1C(=O)OC(C)(C)C)C2)OC(=O)C2C1C3C4C=CC(C3C(C2)C1)C4 8-(5,6-di(t-butoxycarbonyl)-2-norbornyloxycarbonyl)-tetracyclo[4.4.0.12,5.17,10]-3-dodecene